cyclopropyl-Zinc (II) bromide [Br-].C1(CC1)[Zn+]